ClC1=C2C(=C(N=N1)N[C@H]1[C@@H](CCCC1)O)C=NC=C2 (1R,2R)-2-[(1-Chloropyrido[3,4-d]pyridazin-4-yl)amino]cyclohexanol